ClC(C(=O)O)CC1=C(C=C(C(=C1)N1N=C(N(C1=O)C(F)F)C)F)Cl 2-chloro-3-(2-chloro-5-(4-difluoromethyl-3-methyl-5-oxo-1,2,4-triazol-1-yl)-4-fluorophenyl)propionic acid